O1CCC(=CC1)C1=NC(=CC(=N1)C(=O)O)C 2-(3,6-dihydro-2H-pyran-4-yl)-6-methylpyrimidin-4-carboxylic acid